2-{5-[2-(aminomethyl)phenyl]pyridin-2-yl}propan-2-ol NCC1=C(C=CC=C1)C=1C=CC(=NC1)C(C)(C)O